2-amino-9,9'-spirobifluorene NC1=CC=2C3(C4=CC=CC=C4C2C=C1)C1=CC=CC=C1C=1C=CC=CC13